C(C1=CC=CC=C1)N1CC(CC1)(O)C1N(CC1)C(OC(C)(C)C)=S O-tert-butyl 2-(1-benzyl-3-hydroxy-pyrrolidin-3-yl)azetidine-1-carbothioate